azetidinopiperidine N1CC2C1CCCN2